(methylthio)nicotinaldehyde CSC1=C(C=O)C=CC=N1